C(C)(C)(C)OC(C1=C(C=CC=C1)NC(C)C=1C=C(C=C2C(C(=C(OC12)C1=CC=CC=C1)F)=O)C)=O 2-[1-(3-fluoro-6-methyl-4-oxo-2-phenyl-chromen-8-yl)ethylamino]benzoic acid tert-butyl ester